6-bromo-5-(1,4-dioxa-8-azaspiro[4.5]decan-8-yl)picolinic acid BrC1=C(C=CC(=N1)C(=O)O)N1CCC2(OCCO2)CC1